COC=1C(=CC=2CCC(C(C2C1)(C)C)=O)C#N 3-Methoxy-5,5-dimethyl-6-oxo-5,6,7,8-tetrahydronaphthalene-2-carbonitrile